OC(CCCC)C1=C(C(=O)O)C=CC=C1.C(CC)C12CC3(CC(CC(C1)C3)C2)N 3-n-propyladamantan-1-amine 2-(1-hydroxypentyl)benzoate